N-(adamantan-1-yl)-2-((6-(3,3-difluorocyclobutoxy)-2-(methylthio)pyrimidin-4-yl)oxy)acetamide C12(CC3CC(CC(C1)C3)C2)NC(COC2=NC(=NC(=C2)OC2CC(C2)(F)F)SC)=O